N1(N=CC2=CC=CC=C12)C=1C=CC(=C(C1)C1=CC=C(C=C1)CN1C(=NC=2C1=NC(=CC2C)C)CC)C2=NN=NN2 3-((5'-(1H-Indazol-1-yl)-2'-(1H-tetrazol-5-yl)-[1,1'-biphenyl]-4-yl)methyl)-2-ethyl-5,7-dimethyl-3H-imidazo[4,5-b]pyridine